2-amino-6-borono-2-(2-(6,7-dihydrothieno[3,2-c]pyridin-5(4H)-yl)ethyl)hexanoic acid NC(C(=O)O)(CCCCB(O)O)CCN1CC2=C(CC1)SC=C2